C(CCCCCCCCCCC)OC=1C=C(C(=O)O)C=C(C1OCCCCCCCCCCCC)OCCCCCCCCCCCC 3,4,5-tris(dodecyloxy)benzoic acid